Tetrahydronaphthalene-1-carboxylic acid methyl ester COC(=O)C1CCCC2=CC=CC=C12